2-(1H-indol-7-yl)-7-(isoquinolin-4-yl)-5,7-diazaspiro[3.4]octane-6,8-dione N1C=CC2=CC=CC(=C12)C1CC2(C1)NC(N(C2=O)C2=CN=CC1=CC=CC=C21)=O